2-(4-(4-amino-3-iodophenoxy)-3,5-dichlorophenyl)-3,5-dioxo-2,3,4,5-tetrahydro-1,2,4-triazine-6-carbonitrile NC1=C(C=C(OC2=C(C=C(C=C2Cl)N2N=C(C(NC2=O)=O)C#N)Cl)C=C1)I